2-(4-(bis(4-aminobutyl)amino)butyl)-6-(dimethylamino)-1H-benzo[de]isoquinoline-1,3(2H)-dione NCCCCN(CCCCN1C(C2=CC=CC=3C2=C(C1=O)C=CC3N(C)C)=O)CCCCN